3-methoxy-4-((2-(trimethylsilyl)ethoxy)methoxy)benzaldehyde COC=1C=C(C=O)C=CC1OCOCC[Si](C)(C)C